C(C1=CC=CC=C1)OCCCC1(C(C1)(Br)Br)C1CCN(CC1)C(=O)OC(C)(C)C tert-butyl 4-(1-(3-(benzyloxy)propyl)-2,2-dibromocyclopropyl)piperidine-1-carboxylate